Cl.ClC1=NC=C(C=C1NS(=O)(=O)C1=CC=CC=C1)C=1C=C2C=NNC2=NC1 N-(2-chloro-5-(1H-7-azaindazol-5-yl)pyridin-3-yl)benzenesulfonamide hydrochloride